FC=1C=C(C=C2C(=NNC12)I)OC 7-fluoro-3-iodo-5-methoxy-1H-indazole